FC(C=1C=C(C=C(C1)C(F)(F)F)NC(=O)C1=NC(=CC=C1)C(=O)NC1CC2=C(C=CC=C2CC1)C=1C(=NC=CC1)F)(F)F N2-(3,5-Bis(trifluoromethyl)phenyl)-N6-(8-(2-fluoropyridin-3-yl)-1,2,3,4-tetrahydronaphthalen-2-yl)pyridine-2,6-dicarboxamide